FCC=1[C@@H]([C@@H]([C@H]([C@@H](C1)NCCC1=CC=C(C=C1)C(F)(F)F)O)O)O (1S,2S,3S,6R)-4-(fluoromethyl)-6-((4-(trifluoromethyl)phenethyl)amino)cyclohex-4-ene-1,2,3-triol